FC=1C=C(COC2=NC(N(C(=C2)N2CCOCC2)C)=O)C=C(C1OC1=CC(=C(C=C1)F)C(F)(F)F)F 4-((3,5-difluoro-4-(4-fluoro-3-(trifluoromethyl)phenoxy)benzyl)oxy)-1-methyl-6-morpholinopyrimidin-2(1H)-one